C(C)(C)(C)OC(=O)N[C@@H](CCOC1=C(C(=O)OC)C=C(C=C1)F)C methyl (R)-2-(3-((tert-butoxycarbonyl) amino) butoxy)-5-fluorobenzoate